FC=1C(=C(C=CC1)C1=CC2=C(O[C@H](CN2S(=O)(=O)C2=CC(=CC=C2)C(F)(F)F)CC(C(=O)O)(C)C)C=C1)C(F)(F)F (S)-3-(6-(3-fluoro-2-(trifluoromethyl)phenyl)-4-((3-(trifluoromethyl)phenyl)sulfonyl)-3,4-dihydro-2H-benzo[b][1,4]oxazin-2-yl)-2,2-dimethylpropanoic acid